COC(=O)N1CCC(CC1)NC(=O)N[C@@H](C(C)C)C=1OC2=C(C1C)C=C(C=C2)F |o1:14| rel-(S)-4-(3-(1-(5-fluoro-3-methylbenzofuran-2-yl)-2-methylpropyl)ureido)piperidine-1-carboxylic acid methyl ester